ethyl (S)-2-(4-(1-(2-(dimethylamino)-2-oxoethyl)pyrrolidin-2-yl)piperidin-1-yl)-6-azaspiro[3.4]octane-6-carboxylate CN(C(CN1[C@@H](CCC1)C1CCN(CC1)C1CC2(C1)CN(CC2)C(=O)OCC)=O)C